FC=1C=C(C=CC1)C=1C(=NN(C1C(=O)[O-])C=1SC(=C(N1)C1=CCC(CC1)C(F)(F)F)SC(C)C)C.[K+] potassium 4-(3-fluorophenyl)-1-(5-(isopropylthio)-4-(4-(trifluoromethyl) cyclohex-1-en-1-yl) thiazol-2-yl)-3-methyl-1H-pyrazole-5-carboxylate